N-(4-(ethylsulfonyl)benzyl)thiazole-5-carboxamide tert-Butyl-4-(4-amino-8-fluoro-6,7-dimethoxyquinazolin-2-yl)-2,6-dimethylpiperidine-1-carboxylate C(C)(C)(C)OC(=O)N1C(CC(CC1C)C1=NC2=C(C(=C(C=C2C(=N1)N)OC)OC)F)C.C(C)S(=O)(=O)C1=CC=C(CNC(=O)C2=CN=CS2)C=C1